ClC=1C=C2C(=C(C(NC2=CC1)=O)C(/C=C/C1=CC=C(C=C1)NC(C)=O)=O)C (E)-N-(4-(3-(6-chloro-4-methyl-2-oxo-1,2-dihydro-quinolin-3-yl)-3-oxoprop-1-en-1-yl)phenyl)acetamide